5-chloropent-1-ene ClCCCC=C